2-acetamido-L-mannosamine C(C)(=O)N[C@@]1(C(O)O[C@H]([C@@H]([C@H]1O)O)CO)N